4-(cyclopropylamino)-2-(((S)-2,3,4,5-tetrahydro-3-(2-(tert-butoxy)ethoxy)benzo[b][1,4]oxazepin-7-yl)amino)pyrimidine-5-carboxamide C1(CC1)NC1=NC(=NC=C1C(=O)N)NC1=CC2=C(OC[C@H](CN2)OCCOC(C)(C)C)C=C1